O1CCN(CC1)C1=C2C=C(N(C2=NC=N1)COCC[Si](C)(C)C)C1=CC=C(C=C1)NCC1CCN(CC1)C(=O)OC(C)(C)C tert-butyl 4-{[p-(4-morpholino-1-{[2-(trimethylsilyl)ethoxy]methyl}-1H-1,5,7-triazainden-2-yl)phenylamino]methyl}-1-piperidinecarboxylate